F[Sb-](F)(F)(F)(F)F.C1(=CC=CC=C1)SC1=CC=CC=C1 diphenyl sulfide hexafluoroantimonate